5-chloro-16-fluoro-13-oxa-2-thia-4,6-diazatricyclo[12.4.0.03,8]octadeca-1(18),3,5,7,14,16-hexaene ClC=1N=C2SC3=CC=C(C=C3OCCCCC2=CN1)F